ClC=1C(=CN(C1C(=O)OC)C)C(C(=O)O)=O 2-(4-chloro-5-(methoxycarbonyl)-1-methyl-1H-pyrrol-3-yl)-2-oxoacetic acid